4-ethoxy-N-[3-fluoro-4-({2-[5-(morpholinomethyl)pyridin-2-yl]thieno[3,2-b]pyridin-7-yl}oxy)phenyl]-2-oxo-1-phenyl-1,2-dihydropyridine-3-carboxamide C(C)OC1=C(C(N(C=C1)C1=CC=CC=C1)=O)C(=O)NC1=CC(=C(C=C1)OC1=C2C(=NC=C1)C=C(S2)C2=NC=C(C=C2)CN2CCOCC2)F